C(C(=O)O)(=O)[O-].C(C(=O)O)(=O)O.B(O)(O)O.[Na+] sodium borate bis(oxalate)